ClC1=CC(=NC=N1)OC1=C(C=CC=C1)C(C(=O)OC)=C(OC)OC methyl [2-(6-chloropyrimidine-4-oxy) phenyl]-3,3-dimethoxyacrylate